COC(C1=C(C(=CC=C1)S(=O)(=O)N1C(CCC2=CC(=CC=C12)CC)CC)C#CC1CCOCC1)=O ((2,6-diethyl-3,4-dihydroquinolin-1(2H)-yl)sulfonyl)-2-((tetrahydro-2H-pyran-4-yl)ethynyl)benzoic acid methyl ester